1-(4-(3-(7-methyl-4-(methylamino)-5,6,7,8-tetrahydropyrido[3,4-d]pyrimidin-2-yl)pyrrolidine-1-carbonyl)phenyl)pyrrolidin-2-one CN1CC=2N=C(N=C(C2CC1)NC)C1CN(CC1)C(=O)C1=CC=C(C=C1)N1C(CCC1)=O